(5R)-2-(3-Fluoropyridin-4-yl)-5-methyl-N-[(3S)-9-fluoro-2-oxo-5-phenyl-1,3-dihydro-1,4-benzodiazepine-3-yl]-6,7-dihydro-5H-pyrazolo[5,1-b][1,3]Oxazine-3-carboxamide FC=1C=NC=CC1C1=NN2C(O[C@@H](CC2)C)=C1C(=O)N[C@@H]1C(NC2=C(C(=N1)C1=CC=CC=C1)C=CC=C2F)=O